2-(1-aminopiperidin-4-yl)ethan-1-ol NN1CCC(CC1)CCO